F[C@@H]1[C@@H](O[C@@H]([C@H]1O)CO)C1=C(C(NC(N1)=O)=O)I (2-deoxy-2-fluoro-beta-D-arabinofuranosyl)-5-iodouracil